N-(6-hydroxyhexyl)-4-(1H-pyrrolo[3,2-c]pyridin-4-yl)benzamide OCCCCCCNC(C1=CC=C(C=C1)C1=NC=CC2=C1C=CN2)=O